FC(OC1=NC=CC(=C1)CNC(=O)N[C@H]1C[C@H](CCC1)C(F)(F)F)F 1-[[2-(difluoromethoxy)pyridin-4-yl]methyl]-3-[(1R,3S)-3-(trifluoromethyl)cyclohexyl]urea